tert-butyl (5-(1-bromoethyl)pyridin-2-yl)(2,2,2-trifluoroethyl)carbamate BrC(C)C=1C=CC(=NC1)N(C(OC(C)(C)C)=O)CC(F)(F)F